(S)-tert-butyl 3-(4-amino-7-bromo-3-((1-cyclopropyl-1H-benzo[d]imidazol-5-yl)ethynyl)-1H-pyrazolo[4,3-c]pyridin-1-yl)pyrrolidine-1-carboxylate NC1=NC=C(C2=C1C(=NN2[C@@H]2CN(CC2)C(=O)OC(C)(C)C)C#CC2=CC1=C(N(C=N1)C1CC1)C=C2)Br